di-myristoyl-phosphoethanolamine C(CCCCCCCCCCCCC)(=O)N(CCOP(=O)(O)O)C(CCCCCCCCCCCCC)=O